FC=1C=CC=C2CN(C3(C12)CC3)C(=O)C3N(C(C1=CC=CC=C31)=O)C3CCC(NC3=O)=O 5-((7'-fluoro-3'H-spiro[cyclopropane-1,1'-isoindol]-2'-ylcarbonyl)-1-oxo-3H-isoindol-2-yl)piperidine-2,6-dione